C1(C=CC=C1)[Ti]C1=CC=CC=CC1 cyclopentadienyl-(cycloheptatrienyl)titanium